N-(3-cyano-2-(7-fluoro-3-(1H-imidazol-2-yl)-1H-indazol-6-yl)pyridin-4-yl)-2-methoxypyridine-3-sulfonamide C(#N)C=1C(=NC=CC1NS(=O)(=O)C=1C(=NC=CC1)OC)C1=CC=C2C(=NNC2=C1F)C=1NC=CN1